tert-butyl 4-((1r,4r)-4-(4-(2-(2-((cyclopropylmethyl)amino)pyridin-4-yl)oxazole-4-carboxamido)-3-(difluoromethyl)-1H-pyrazol-1-yl)cyclohexyl)piperazine-1-carboxylate C1(CC1)CNC1=NC=CC(=C1)C=1OC=C(N1)C(=O)NC=1C(=NN(C1)C1CCC(CC1)N1CCN(CC1)C(=O)OC(C)(C)C)C(F)F